COC=1C(=CC2=C(N=C(S2)C=2C(=C(C=CC2)C2=CC(=CC=C2)OCCCN2CCOCC2)C)C1)CN1C(CCCC1)CC(=O)O 1-((5-methoxy-2-(2-methyl-3'-(3-morpholinopropoxy)-[1,1'-biphenyl]-3-yl)benzo[d]thiazol-6-yl)methyl)piperidine-2-acetic acid